BrC1=C(C2=C(CN3[C@@H](CO2)CN(CC3)C(=O)OC(C)(C)C)C=C1F)F tert-butyl (12aR)-9-bromo-8,10-difluoro-3,4,12,12a-tetrahydro-6H-pyrazino[2,1-c][1,4]benzoxazepine-2(1H)-carboxylate